3-(phenylamino)-4-((pyridin-2-ylmethyl)amino)cyclobut-3-ene-1,2-dione C1(=CC=CC=C1)NC=1C(C(C1NCC1=NC=CC=C1)=O)=O